Cl.ClC1=C(C=CC(=C1)Cl)C=1CCCC2=C(C1C1=CC(=C(C(=C1)C)C=C1CN(C1)CCCF)F)C=CC(=C2)C(=O)O 8-(2,4-dichlorophenyl)-9-(3-fluoro-4-((1-(3-fluoropropyl)azetidin-3-ylidene)methyl)-5-methylphenyl)-6,7-dihydro-5H-benzo[7]annulene-3-carboxylic acid hydrochloride